BrCC=1C2=CC=CC=C2N=C2C=CC=C(C12)CO L-9-bromomethylacridinemethanol